O1C(=CC=C1)C1=NNC(=C1)C1CCN(CC1)S(=O)(=O)C1=CC2=C(N=CS2)C=C1 6-((4-(3-(furan-2-yl)-1H-pyrazol-5-yl)piperidin-1-yl)sulfonyl)benzo[d]thiazole